2-tetrahydropyran-4-yl-2,6-diazaspiro[3.3]heptane hydrochloride Cl.O1CCC(CC1)N1CC2(C1)CNC2